3-[(2S)-2-[(5-Chloro-6-oxo-1,6-dihydropyridazin-4-yl)amino]propoxy]propanoic acid ClC1=C(C=NNC1=O)N[C@H](COCCC(=O)O)C